heptadecane-4,9-diol CCCC(CCCCC(CCCCCCCC)O)O